3-(((3-fluoropyridin-2-yl)methyl)amino)-5-(2-fluorostyryl)-4H-benzo[e][1,2,4]thiadiazine 1,1-dioxide FC=1C(=NC=CC1)CNC1=NS(C2=C(N1)C(=CC=C2)C=CC2=C(C=CC=C2)F)(=O)=O